Tert-Butyl 6-(benzyloxy)-5,5-difluoro-2-(3-((S)-3-methoxy-2-methyl-3-oxopropyl)phenyl)-2-methylhexanoate C(C1=CC=CC=C1)OCC(CCC(C(=O)OC(C)(C)C)(C)C1=CC(=CC=C1)C[C@@H](C(=O)OC)C)(F)F